benzylstyryl-sulfonium C(C1=CC=CC=C1)[SH+]C=CC1=CC=CC=C1